C(CCCC)C1CCC(CC1)C1=CC=C(C=C1)OB(O)O 4-(4-pentylcyclohexyl)phenyl-boric acid